dihydroxyethyl-dithiocarbamic acid sodium salt [Na+].OC(CNC([S-])=S)O